C(CCCC)=C1C(CCC1)=O 2-amylidenecyclopentanone